C[Si](CCOCN1C=CC2=C1N=C(N=C2N)N)(C)C 7-((2-(trimethylsilyl)ethoxy)methyl)-7H-pyrrolo[2,3-d]pyrimidine-2,4-diamine